Cl.N1C[C@@H](CC1)CCC1=CC=C(C=C1)NC(=O)C1=NC=CC=C1F |r| (RS)-3-Fluoro-pyridine-2-carboxylic acid [4-(2-pyrrolidin-3-yl-ethyl)-phenyl]-amide hydrochloride